N-(4-(4-amino-7-(1-cyclopropyl-1H-pyrazol-4-yl)-3-(3-fluoro-4-((4-methylpyrimidin-2-yl)oxy)phenyl)thieno[3,2-c]pyridin-2-yl)phenyl)methacrylamide NC1=NC=C(C2=C1C(=C(S2)C2=CC=C(C=C2)NC(C(=C)C)=O)C2=CC(=C(C=C2)OC2=NC=CC(=N2)C)F)C=2C=NN(C2)C2CC2